2-((4-(6-((4-Chloro-2-fluorobenzyl)oxy)pyridin-2-yl)piperidin-1-yl)methyl)-1-methyl-4-(1,1,2-trifluoroethoxy)-1H-benzo[d]imidazole-6-carboxylic acid ClC1=CC(=C(COC2=CC=CC(=N2)C2CCN(CC2)CC2=NC3=C(N2C)C=C(C=C3OC(CF)(F)F)C(=O)O)C=C1)F